OC=1C(=C(C(=O)O[C@H]2[C@@H](OC3=CC(=CC(=C3C2)O)O)C2=CC(=C(C(=C2)O)O)O)C=CC1O)C (2S,3R)-5,7-dihydroxy-2-(3,4,5-trihydroxyphenyl)chroman-3-yl 3,4-dihydroxy-2-methylbenzoate